C(C1=CC=CC=C1)N1C([C@H](OC2=C1C=C(C(=C2F)NC(=O)NC(C)(C)C)C(F)(F)F)C)=O 1-[(2R)-4-benzyl-8-fluoro-2-methyl-3-oxo-6-(trifluoromethyl)-2H-1,4-benzoxazin-7-yl]-3-tert-butylurea